N-tetradecyl-2-cyano-3-tert-butylcarbonyloxy-pyridin-4-one C(CCCCCCCCCCCCC)N1C(=C(C(C=C1)=O)OC(=O)C(C)(C)C)C#N